C(C)(C)(C)NC(C1=CC(=CC(=C1)C=1N(N=CC1)C(C)C)I)=O N-tert-butyl-3-iodo-5-(2-propan-2-yl-pyrazol-3-yl)-benzamide